(4-isopropylphenyl)(2,3,4-trimethoxyphenyl)methanone C(C)(C)C1=CC=C(C=C1)C(=O)C1=C(C(=C(C=C1)OC)OC)OC